3-(difluoromethyl)-1-methyl-N-(1-(2-(2-(trifluoromethyl)pyridin-4-yl)-thiazol-5-yl)ethyl)-1H-pyrazole-5-carboxamide FC(C1=NN(C(=C1)C(=O)NC(C)C1=CN=C(S1)C1=CC(=NC=C1)C(F)(F)F)C)F